3-((tert-butoxycarbonyl)amino)-2-phenylpropionic acid C(C)(C)(C)OC(=O)NCC(C(=O)O)C1=CC=CC=C1